C1(CC1)C=1N=CN(C1)C1=CC=CC2=C1C=C(O2)C(=O)Cl 4-(4-cyclopropyl-1H-imidazol-1-yl)benzofuran-2-carbonyl chloride